2-(cyclopentylsulfanyl)-4,5-dihydro-1H-imidazole C1(CCCC1)SC=1NCCN1